L-methionine hydrochloride Cl.N[C@@H](CCSC)C(=O)O